(p-tert-butyloxyphenyl)-phenyliodo-p-toluenesulfonate C(C)(C)(C)OC1=CC=C(C=C1)C(C1=CC=C(C=C1)S(=O)(=O)[O-])(I)C1=CC=CC=C1